BrC=1C=C(C=C(C1)OC)C[C@H](C(=O)OC(C)(C)C)[C@@H]1CN(CC1)C(=O)OC(C)(C)C Tert-butyl (R)-3-((S)-3-(3-bromo-5-methoxyphenyl)-1-(tert-butoxy)-1-oxopropan-2-yl)pyrrolidine-1-carboxylate